NCCC(CC[Si](OC)(OC)OC)N gamma-(2-aminoethyl)-aminopropyl-trimethoxysilane